1-acetyl-5-methoxy-2,3-dihydro-1H-pyrrolo[2,3-c]pyridine-2-carboxylic acid ethyl ester C(C)OC(=O)C1CC=2C(=CN=C(C2)OC)N1C(C)=O